3-(3-methyl-2-oxo-4-(11-oxododecyl)-2,3-dihydro-1H-benzo[d]imidazol-1-yl)piperidine-2,6-dione CN1C(N(C2=C1C(=CC=C2)CCCCCCCCCCC(C)=O)C2C(NC(CC2)=O)=O)=O